allyl ether 3-hydroxy-3-carboxyl-glutarate OC(CC(=O)O)(CC(=O)O)C(=O)O.C(C=C)OCC=C